BrC1=CC=CN2C(=CC=C12)C(=O)C1=CC(=C(C(=C1)F)F)F (8-bromoindolizin-3-yl)(3,4,5-trifluoro phenyl) ketone